O1CCCC=C1 dihydro-2H-pyrane